C(C)(C)(C)C=1C=C(C=C(C1O)C(C)(C)C)C#CC(=O)OCC(COC(C#CC1=CC(=C(C(=C1)C(C)(C)C)O)C(C)(C)C)=O)(COC(C#CC1=CC(=C(C(=C1)C(C)(C)C)O)C(C)(C)C)=O)COC(C#CC1=CC(=C(C(=C1)C(C)(C)C)O)C(C)(C)C)=O Pentaerythritol tetrakis[3-(3,5-di-tert-butyl-4-hydroxyphenyl) propynate]